8-cyclopropyl-N-[(4,5-difluoro-1H-benzimidazol-2-yl)methyl]-2-(piperazin-1-yl)pyrazolo[1,5-a][1,3,5]triazin-4-amine C1(CC1)C=1C=NN2C1N=C(N=C2NCC2=NC1=C(N2)C=CC(=C1F)F)N1CCNCC1